2-(4-(3,3-Dimethylbutoxy)phenyl)-4-methyl-6-oxo-1,6-dihydropyrimidine-5-carboxylic acid ethyl ester C(C)OC(=O)C1=C(N=C(NC1=O)C1=CC=C(C=C1)OCCC(C)(C)C)C